FC(C(C)(C)C=1C(=NOC1)N)(F)F (1,1,1-trifluoro-2-methylpropan-2-yl)isoOxazol-3-amine